ClC=1C=2N(C=C(N1)C1=CC(=NC=C1OC)[C@@H](C)NCC)C=CN2 (R)-1-(4-(8-chloroimidazo[1,2-a]pyrazin-6-yl)-5-methoxypyridin-2-yl)-N-ethylethan-1-amine